2-(5-amino-2-(furan-2-yl)-7H-pyrazolo[4,3-e][1,2,4]triazolo[1,5-c]pyrimidin-7-yl)-N-phenethyl-2-phenylacetamide NC1=NC2=C(C=3N1N=C(N3)C=3OC=CC3)C=NN2C(C(=O)NCCC2=CC=CC=C2)C2=CC=CC=C2